2-(4-(methylthio)phenyl)-5-phenylOxazole-4-carboxylic acid ethyl ester C(C)OC(=O)C=1N=C(OC1C1=CC=CC=C1)C1=CC=C(C=C1)SC